[Cl-].OCC1=CC=C(CCNC(=O)[C@]2([NH2+]CCC2)C)C=C1 (S)-2-((4-(hydroxymethyl)phenethyl)-carbamoyl)-2-methylpyrrolidin-1-ium chloride